C1(=CC=CC=C1)C1=NC2=NC3=C(N2C=C1)C=CC=C3 phenyl-pyrimido[1,2-a]benzimidazole